FC1CC(N(C1)C(CC1=NOC=C1)=O)C(=O)NC(C1=CC=C(C=C1)C(C)C)C1=CC=CC=C1 4-fluoro-1-[2-(1,2-oxazol-3-yl)acetyl]-N-{phenyl[4-(propan-2-yl)phenyl]methyl}pyrrolidine-2-carboxamide